CN1N=CC=C1C1=C(N=NC(=C1)N1[C@@H](COCC1)C)CN (R)-(4-(1-methyl-1H-pyrazol-5-yl)-6-(3-methylmorpholino)pyridazin-3-yl)methylamine